(R)-N-(1'-(3-(2,3-dichlorophenyl)-1-formylimidazo[1,5-a]pyrazin-8-yl)-4-fluoro-1,3-dihydrospiro[indene-2,4'-piperidine]-3-yl)-2-methylpropane-2-sulfinamide ClC1=C(C=CC=C1Cl)C1=NC(=C2N1C=CN=C2N2CCC1(CC2)CC2=CC=CC(=C2C1N[S@](=O)C(C)(C)C)F)C=O